(2S)-2-[[2-(3-methyl-4-methylsulfonyl-anilino)-5-[5-(trifluoromethyl)-1,3,4-oxadiazol-2-yl]pyrimidin-4-yl]amino]-2-phenyl-ethanol CC=1C=C(NC2=NC=C(C(=N2)N[C@H](CO)C2=CC=CC=C2)C=2OC(=NN2)C(F)(F)F)C=CC1S(=O)(=O)C